2-hydroxy-1-(3-(4-(2-((1-methyl-1H-pyrazol-4-yl)amino)pyrimidin-4-yl)-1H-pyrazol-1-yl)azetidin-1-yl)ethanone OCC(=O)N1CC(C1)N1N=CC(=C1)C1=NC(=NC=C1)NC=1C=NN(C1)C